CC1=CN=C(O1)C=1C=CC=C(C1)O 5-(5-methyloxazol-2-yl)phenol